[N+]=1(C(=CC=CC1)O)[O-] 2-pyridinol-1-oxide